SC(CC(=O)O)(C)C.SC(CC(=O)O)(C)C.SC(CC(=O)O)(C)C.C(O)C(CC)(CO)CO Trimethylolpropane tris(3-mercapto-3-methylbutanoate)